C(C)C1=C(C=C(C(=C1C)OCCC)CC)O 2,5-Diethyl-3-methyl-4-propoxy-phenol